C(C)(C)NC=NC(C)C.C(C)(C)NC=NC(C)C.C(C)(C)NC=NC(C)C.[Y] yttrium tris(N,N'-diisopropylformamidine)